C(C)(C)(C)OC(=O)NC=1C(=CC(=C(C1)C(C(=O)OC)(C(=O)OC)C)[N+](=O)[O-])C(=O)OC dimethyl 2-(5-((tert-Butoxycarbonyl) amino)-4-(methoxycarbonyl)-2-nitrophenyl)-2-methylmalonate